COP(OC)=O phosphonic ACID DIMETHYL ESTER